5-methoxy-3-[(2R)-1-methylpyrrolidin-2-yl]methyl-1H-indole COC=1C=C2C(=CNC2=CC1)C[C@@H]1N(CCC1)C